ON1N=NC2=C(C1=O)C=CC=C2 3-hydroxy-4-Ketobenzotriazine